1-(4-Bromophenyl)-4-nitro-pyrazole-3-carboxamide BrC1=CC=C(C=C1)N1N=C(C(=C1)[N+](=O)[O-])C(=O)N